ClC1=CC=C2C(=NC(N(C2=C1)C1=CC(=NC=C1)O)=O)NC 7-chloro-1-(2-hydroxypyridin-4-yl)-4-(methylamino)quinazolin-2(1H)-one